4-((4-Methoxy-5-((S)-2,2,2-trifluoro-1-hydroxyethyl)pyrazolo[1,5-a]pyridin-3-yl)amino)-N-(methyl-d3)-6-((R*)-spiro[2.2]pentane-1-carboxamido)nicotinamide COC=1C=2N(C=CC1[C@@H](C(F)(F)F)O)N=CC2NC2=CC(=NC=C2C(=O)NC([2H])([2H])[2H])NC(=O)[C@@H]2CC21CC1 |o1:34|